N[C@H](C(=O)O)CC1=CC=C(C=C1)C(=O)OCCO (2S)-2-amino-3-[4-(2-hydroxyethoxycarbonyl)phenyl]propanoic acid